5-Chloropyrimidin-4-amine ClC=1C(=NC=NC1)N